C1(=CC(=CC=C1)C=1N=CNC1C=1C=C2C=NNC2=CC1)C 5-(4-(m-Tolyl)-1H-imidazol-5-yl)-1H-indazole